calcium pyrenetetrasulfonic acid C1(=C(C(=C2C(=CC3=CC=CC4=CC=C1C2=C34)S(=O)(=O)O)S(=O)(=O)O)S(=O)(=O)O)S(=O)(=O)O.[Ca]